N1N=CC2=CC(=CC=C12)C=1C=CC=2N(C3=CC=C(C=C3OC2C1)C=1C=C2C=NNC2=CC1)CC(F)(F)F 3,7-di(1H-indazol-5-yl)-10-(2,2,2-trifluoroethyl)-10H-phenoxazine